ClCOC(C(CCN(C(=O)OCOP(=O)(OC(C)(C)C)OC(C)(C)C)CC(=O)OC(C)(C)C)(C)C)=O.C(#N)/C(/C(=O)N)=C(/C=1C=NOC1C)\O (E)-2-cyano-3-hydroxy-3-(5-methylisoxazol-4-yl)prop-2-enamide chloromethyl-4-((2-(tert-butoxy)-2-oxoethyl)((((di-tert-butoxyphosphoryl)oxy)methoxy)carbonyl)amino)-2,2-dimethylbutanoate